N4-[1-[1-(difluoromethyl)pyrazol-3-yl]-1-methyl-ethyl]-6-(5-fluoro-1-tetrahydropyran-2-yl-indazol-6-yl)-1,3,5-triazine-2,4-diamine FC(N1N=C(C=C1)C(C)(C)NC1=NC(=NC(=N1)C1=C(C=C2C=NN(C2=C1)C1OCCCC1)F)N)F